2-[6-amino-5-(trifluoromethoxy)pyridin-3-yl]-N-[1-(1-ethyl-3,5-dimethyl-1H-pyrazol-4-yl)ethyl]-6,7-dihydrospiro[pyrazolo[5,1-c][1,4]oxazine-4,3'-pyrrolidine]-1'-carboxamide NC1=C(C=C(C=N1)C1=NN2C(=C1)C1(CN(CC1)C(=O)NC(C)C=1C(=NN(C1C)CC)C)OCC2)OC(F)(F)F